FC1=C(C=CC(=C1)F)S(=O)(=O)C=CC=1C(=NC(=NC1)NC1=NC=C(C=C1)N1CCN(CC1)C)NC 5-{2-[(2,4-Difluorophenyl)sulfonyl]vinyl}-N4-methyl-N2-[5-(4-methylpiperazin-1-yl)pyridin-2-yl]pyrimidine-2,4-diamine